1-methyl-1H-pyrrole-2,5-dicarboxaldehyde CN1C(=CC=C1C=O)C=O